4-(6-((1S,6R,7R)-7-(aminomethyl)-7-(2-fluorophenyl)-3-azabicyclo[4.1.0]heptan-3-yl)-1H-pyrazolo[3,4-b]pyrazin-3-yl)-5-chloropyridin-2-amine NC[C@@]1([C@@H]2CCN(C[C@H]12)C1=CN=C2C(=N1)NN=C2C2=CC(=NC=C2Cl)N)C2=C(C=CC=C2)F